rac-4-[4-amino-2-(N-[2-amino-1-methyl-2-oxo-ethyl]-4-fluoro-anilino)thiazole-5-carbonyl]-N-methyl-benzamide NC=1N=C(SC1C(=O)C1=CC=C(C(=O)NC)C=C1)N(C1=CC=C(C=C1)F)[C@@H](C(=O)N)C |r|